C1(CC1)C=1C=C(C=C(C1)C(F)(F)F)C1=NN(C=N1)/C=C(/C(=O)N)\C=1C=NC=NC1 (E)-3-(3-(3-cyclopropyl-5-(trifluoromethyl)phenyl)-1H-1,2,4-triazol-1-yl)-2-(pyrimidin-5-yl)acrylamide